(6S,9S)-13-(9H-fluoren-9-yl)-6,9-dimethyl-5,8,11-trioxo-2,12-dioxa-4,7,10-triazatridecane C1=CC=CC=2C3=CC=CC=C3C(C12)COC(N[C@H](C(N[C@H](C(NCOC)=O)C)=O)C)=O